Benzyl-1-(3-hydroxypropyl)-3-methyl-8-(3-(trifluoromethoxy)phenyl)-1H-purine-2,6(3H,7H)-dione C(C1=CC=CC=C1)N1C(=NC=2N(C(N(C(C12)=O)CCCO)=O)C)C1=CC(=CC=C1)OC(F)(F)F